(2R,3R,4S,5R,6R)-6-((1,8-Dioxa-2-azaspiro[4.5]dec-2-en-3-yl)methyl)-2-(hydroxymethyl)-5-methoxy-4-(4-(2,3,4-trifluorophenyl)-1H-1,2,3-triazol-1-yl)tetrahydro-2H-pyran-3-ol O1N=C(CC12CCOCC2)C[C@@H]2[C@@H]([C@H]([C@H]([C@H](O2)CO)O)N2N=NC(=C2)C2=C(C(=C(C=C2)F)F)F)OC